C(C)(C)(C)OC(CC1(CCN(CC1)C1=C(C=C(C(=C1)Cl)[N+](=O)[O-])Cl)O)=O [1-(2,5-dichloro-4-nitro-phenyl)-4-hydroxy-4-piperidinyl]acetic acid tert-butyl ester